1-bromo-5-(1,1-difluoroethyl)-3-fluoro-2-methoxybenzene BrC1=C(C(=CC(=C1)C(C)(F)F)F)OC